PHENOPHOSPHAZINE C1=CC=CC2=NC3=CC=CC=C3P=C12